C1(CC1)CN[C@@H]1[C@H](C1)C1=CC(=CS1)C(=O)NC1CCOCC1 5-((1S,2S)-2-((cyclopropylmethyl)amino)cyclopropyl)-N-(tetrahydro-2H-pyran-4-yl)thiophene-3-carboxamide